5-isopropyl-4-methoxy-1-methyl-6-oxo-1,6-dihydropyridine-2-carboxylic acid methyl ester COC(=O)C=1N(C(C(=C(C1)OC)C(C)C)=O)C